(E)-1,3-dimethyl-4-(2-nitrovinyl)-1H-pyrazole CN1N=C(C(=C1)\C=C\[N+](=O)[O-])C